C(C)(C)C1=C(C=C(C=C1O)C=1C=NC2=CC=CC=C2C1)O 2-isopropyl-5-(quinolin-3-yl)benzene-1,3-diol